FC(C(C(NC1=NC=C(C=N1)C1=NOC(=N1)C(F)(F)F)C1=CC=CC=C1)O)(F)F 1,1,1-trifluoro-3-phenyl-3-[[5-[5-(trifluoromethyl)-1,2,4-oxadiazol-3-yl]pyrimidin-2-yl]amino]propan-2-ol